Diethyl ((S)-2-(2-(4-chlorophenyl)-2-methylpropanamido)-3-(pyridin-3-yl)propanoyl)-D-glutamate ClC1=CC=C(C=C1)C(C(=O)N[C@H](C(=O)N[C@H](CCC(=O)OCC)C(=O)OCC)CC=1C=NC=CC1)(C)C